ClC1=C(C=CC=C1)C(C(=O)O)C (2-chlorophenyl)propanoic acid